3-[4-[1-[(4-Aminophenyl)methyl]-4-piperidyl]-3-methyl-2-oxo-benzimidazol-1-yl]piperidine-2,6-dione NC1=CC=C(C=C1)CN1CCC(CC1)C1=CC=CC=2N(C(N(C21)C)=O)C2C(NC(CC2)=O)=O